1-((3aR,7aS)-6-(4-(7H-Pyrrolo[2,3-d]pyrimidin-4-yl)-3,4-dihydro-2H-1,4-thiazine-6-carbonyl)octahydro-1H-pyrrolo[2,3-c]pyridin-1-yl)propan-1-one N1=CN=C(C2=C1NC=C2)N2CCSC(=C2)C(=O)N2C[C@@H]1[C@H](CC2)CCN1C(CC)=O